3-(4-(4-((1r,4r)-4-(5-(3-cyanopyrrolo[1,2-b]pyridazine-7-carboxamido)-6-(2-hydroxypropan-2-yl)-2H-indazol-2-yl)cyclohexyl)piperazin-1-yl)phenyl)propanoic acid C(#N)C1=CC=2N(N=C1)C(=CC2)C(=O)NC2=CC1=CN(N=C1C=C2C(C)(C)O)C2CCC(CC2)N2CCN(CC2)C2=CC=C(C=C2)CCC(=O)O